FC1=CC(=CC=2N(C(=NC21)N(C)C)C(C)C)B2OC(C(O2)(C)C)(C)C 4-fluoro-1-isopropyl-N,N-dimethyl-6-(4,4,5,5-tetramethyl-1,3,2-dioxaborolan-2-yl)-1H-benzo[d]imidazol-2-amine